FC1=CC=C(C=C1)CSCC1=CC=C(C=C1)F bis[(4-fluorophenyl) methyl] sulfide